[K].C1CCC2=C(C=3CCCC3C=C12)NC(=O)NS(=O)(=O)CCCCN1CCOCC1 N-((1,2,3,5,6,7-Hexahydro-s-indacen-4-yl)carbamoyl)-4-morpholinobutane-1-sulfonamide, Potassium Salt